Fmoc-L-aspartic Acid C(=O)(OCC1C2=CC=CC=C2C2=CC=CC=C12)N[C@@H](CC(=O)O)C(=O)O